Dimethyl-(6-((2-((5-(1-methyl-1H-pyrazol-4-yl)-4-(4-methylpiperazin-1-yl)-2-(2,2,2-trifluoroethoxy)phenyl)amino)-7H-pyrrolo[2,3-d]pyrimidin-4-yl)amino)quinoxalin-5-yl)phosphine oxide CP(C1=C2N=CC=NC2=CC=C1NC=1C2=C(N=C(N1)NC1=C(C=C(C(=C1)C=1C=NN(C1)C)N1CCN(CC1)C)OCC(F)(F)F)NC=C2)(C)=O